C(C)C=1C=CC2=C(C3=CC=CC=C3C=C2C1)OC(=O)CCC(=O)O 3-ethyl-9-(2-carboxyethyl)carbonyloxyanthracene